O[C@]12C([C@H]3[C@H]4[C@@H]5CC[C@H]([C@@H](CCCC(C)C)C)[C@]5(CC[C@@H]4[C@]2(CCC(C1)=O)CO3)C)=O 5a-hydroxy-7β,19-epoxy-cholestan-3,6-dione